OC1=C(C=CC(=C1)OC(CCCCCC)CCC)N1N=C2C(=N1)C=CC=C2 2-[2'-hydroxy-4'-(1''-propylheptyl)oxyphenyl]benzotriazole